ClC=1C=C(C=CC1)NC(C1=CC=C(C=C1)OC(C(=O)NC1=CC=C(C=C1)Cl)(C)C)=O N-(3-chlorophenyl)-4-((1-((4-chlorophenyl)amino)-2-methyl-1-oxopropan-2-yl)oxy)benzamide